OC(CSCC1=C(C=CC=C1)CSCC(CO)O)CO 3-[[2-(2,3-dihydroxypropylsulfanylmethyl)phenyl]methylsulfanyl]propane-1,2-diol